FC=1C=CC(=C(CN2C(C=3C=C(C=NC3CC2)C=2C=CC=3N(N2)C=C(N3)CC(=O)N)=O)C1)CN1CCOCC1 6-(6-(5-fluoro-2-(morpholinomethyl)benzyl)-5-oxo-5,6,7,8-tetrahydro-1,6-naphthyridin-3-yl)imidazo[1,2-b]pyridazin-2-yl-acetamide